COC(=O)C=1N(N=C2C=CC(=CC12)Br)C1CN(C1)C(=O)OC(C)(C)C 5-bromo-2-(1-(tert-butoxycarbonyl)azetidin-3-yl)-2H-indazole-3-carboxylic acid methyl ester